3-Methyl-3-cyclohexen CC=1CCCCC1